(4-(4-isobutylpiperazin-1-yl)phenyl)-1-methyl-2-(4-(methylsulfonyl)phenyl)-1H-pyrrolo[3,2-b]pyridine C(C(C)C)N1CCN(CC1)C1=CC=C(C=C1)C1=C(N(C=2C1=NC=CC2)C)C2=CC=C(C=C2)S(=O)(=O)C